β-naphthaleneacetic acid C1=C(C=CC2=CC=CC=C12)CC(=O)O